5-(sulfopropoxy)isophthalic acid S(=O)(=O)(O)CCCOC=1C=C(C=C(C(=O)O)C1)C(=O)O